OC1=CC2=C(C3=CC(=C(C=C3OC2=CC1=O)O)O)C1=C(C=CC=C1)O 2,6,7-trihydroxy-9-(2-hydroxyphenyl)-3H-xanthen-3-one